N-[(1R)-1-benzyl-chloro-1-methyl-but-3-enyl]-8-fluoro-quinoline-3-carboxamide C(C1=CC=CC=C1)[C@@](C(C=C)Cl)(C)NC(=O)C=1C=NC2=C(C=CC=C2C1)F